7-(6-chloro-4-(6,6-difluoro-1,4-diazepan-1-yl)-8-fluoro-2-(((S)-1-methylpyrrolidin-2-yl)methoxy)quinazolin-7-yl)benzo[d]oxazol-2-ol ClC=1C=C2C(=NC(=NC2=C(C1C1=CC=CC=2N=C(OC21)O)F)OC[C@H]2N(CCC2)C)N2CCNCC(C2)(F)F